2-(3-(4-fluorophenoxy)pyrrolidin-1-yl)acetamide FC1=CC=C(OC2CN(CC2)CC(=O)N)C=C1